C1(CC1)[C@@H](C(F)(F)F)N1CC=C2N1C(=CC(=N2)C2=NOC=C2)C (S)-N-(1-cyclopropyl-2,2,2-trifluoroethyl)-5-(isoxazol-3-yl)-7-methylpyrazolo[1,5-a]Pyrimidine